dibromo-butane BrC(C(C)Br)C